2-Ethyl-4-(isobutoxycarbonyl)-3-oxo-3,4-dihydro-2H-benzene C(C)C1CC=CC(C1=O)C(=O)OCC(C)C